N-(4-(3-fluoro-4-(methylsulfonylamino)phenyl)-7H-pyrrolo[2,3-d]pyrimidin-2-yl)cyclopropylcarboxamide FC=1C=C(C=CC1NS(=O)(=O)C)C=1C2=C(N=C(N1)NC(=O)C1CC1)NC=C2